BrCCC1=CC=CC=C1 2-(bromoethyl)-benzene